Methyl 6'-(((1S,3S)-3-((3H-imidazo[4,5-b]pyridin-2-yl)amino)cyclopentyl)amino)-2-oxo-2H-[1,3'-bipyridine]-5-carboxylate N1=C(NC2=NC=CC=C21)N[C@@H]2C[C@H](CC2)NC2=CC=C(C=N2)N2C(C=CC(=C2)C(=O)OC)=O